CN(CCCCCCCN(CC1=NC2=C(N1)C=CC(=C2)[N+](=O)[O-])C)CC2=NC1=C(N2)C=CC(=C1)[N+](=O)[O-] N1,N7-Dimethyl-N1,N7-bis((5-nitro-1H-benzo[d]imidazol-2-yl)methyl)heptane-1,7-Diamine